BrC=1C=2C(C(=NC1Cl)Cl)=CN(N2)CC2=CC=C(C=C2)OC 7-bromo-4,6-dichloro-2-(4-methoxybenzyl)-2H-pyrazolo[4,3-c]Pyridine